O1C2=C(OCC1)C=C(C=C2)S(=O)(=O)C=2C=C1C=NN(C(C1=CC2)=O)CC2=NN(C=C2)C 6-((2,3-dihydrobenzo[b][1,4]dioxin-6-yl)sulfonyl)-2-((1-methyl-1H-pyrazol-3-yl)methyl)phthalazin-1(2H)-one